3-{6-[(4-{2-[(S)-tetrahydrofuran-3-ylamino]-6-(m-cyanophenyl)-4-pyrimidinyl}-1H-1,2,3-triazol-1-yl)methyl]-2-pyridinyl}-3-methylbutanoic acid O1C[C@H](CC1)NC1=NC(=CC(=N1)C=1N=NN(C1)CC1=CC=CC(=N1)C(CC(=O)O)(C)C)C1=CC(=CC=C1)C#N